6-bromo-1-chloro-8-methylsulfonyl-isoquinoline BrC=1C=C2C=CN=C(C2=C(C1)S(=O)(=O)C)Cl